C(C)(C)(C)OC(=O)N1CCC(CC1)OC=1C=NC=C(C1)Br 4-(5-Bromopyridin-3-yloxy)-piperidine-1-carboxylic acid tert-butyl ester